1-ethyl-2-((cyclopropylformylpiperazin-1-yl)methyl)-1H-benzimidazole C(C)N1C(=NC2=C1C=CC=C2)CN2C(CNCC2)C(=O)C2CC2